N-((1r,4r)-4-(Hydroxymethyl)cyclohexyl)methanesulfonamide OCC1CCC(CC1)NS(=O)(=O)C